NC1=CC(=CC2=CC(N=C12)=O)Cl 7-amino-5-chloroindol-2-one